2-(3-hydroxy-3-methylbut-1-en-1-yl)-5-nitrophenol OC(C=CC1=C(C=C(C=C1)[N+](=O)[O-])O)(C)C